C(C1=CC=CC=C1)NS(=O)(=O)C=1C=C(C=CC1)C=1N=C2C(=NC=NC2=CC1)NCC1=NC=CC=C1 6-[m-(benzylaminosulfonyl)phenyl]-4-{[(2-pyridyl)methyl]amino}-1,3,5-triazanaphthalene